C(C)C(CCCCCP(O)(O)=O)CCCC (2-ethylhexyl)butyl-Phosphonic acid